COC([C@@H](NC(N(N1C(C2=CC=CC=C2C1=O)=O)CC1=CC=CC=C1)=O)CCCCNC(=O)OC(C)(C)C)=O N2-(benzyl-(1,3-dioxoisoindolin-2-yl)carbamoyl)-N6-(tert-butoxycarbonyl)-L-lysine methyl ester